NC1=NC=2C=C(C=CC2C2=C1N=C(N2CC(C)(O)C)CCCC)CC2=CC(=CC=C2)OCCN 1-(4-amino-7-(3-(2-aminoethoxy)benzyl)-2-butyl-1H-imidazo[4,5-c]quinolin-1-yl)-2-methylpropan-2-ol